OC=1C=C(C=CC1O)/C=C/C(=O)NCCC1=CC=C(C=C1)OCCOC (E)-3-(3,4-dihydroxyphenyl)-N-(4-(2-methoxyethoxy)phenethyl)acrylamide